N-(2-chlorobenzyl)-N-(4-fluorobenzyl)-4-(3-(pyridin-4-ylmethyl)ureido)benzenesulfonamide ClC1=C(CN(S(=O)(=O)C2=CC=C(C=C2)NC(=O)NCC2=CC=NC=C2)CC2=CC=C(C=C2)F)C=CC=C1